hydroxymethoxytoluene OCOCC1=CC=CC=C1